[4-[[3-Carbamoyl-5-chloro-6-(methylamino) pyrazin-2-yl]amino]phenyl]methanesulfonate C(N)(=O)C=1C(=NC(=C(N1)Cl)NC)NC1=CC=C(C=C1)CS(=O)(=O)[O-]